O=C1NC(CCC1N1C(C2=CC=C(C=C2C1)CCCCCCCCCCC)=O)=O 11-(2-(2,6-dioxopiperidin-3-yl)-1-oxoisoindolin-5-yl)undecane